N1CC(CCC1)C(=O)NC=1C=C(C=CC1)NC1=NC=C(C(=O)N)C=C1 6-[[3-(piperidine-3-carboxamido)phenyl]amino]nicotinamide